2-(4-hydroxy-1-((3-(5,6,7,8-tetrahydro-1,8-naphthyridin-2-yl)propyl)carbamoyl)piperidin-4-yl)-2-(isonicotinamido)acetic acid OC1(CCN(CC1)C(NCCCC1=NC=2NCCCC2C=C1)=O)C(C(=O)O)NC(C1=CC=NC=C1)=O